C(C1=CC=C(C(=O)O)C=C1)(=O)O r-terephthalic acid